(tert-butoxycarbonyl)-3-methoxypiperidine-4-carboxylic acid C(C)(C)(C)OC(=O)N1CC(C(CC1)C(=O)O)OC